8-[cyclohexyl-(methyl)amino]-6-oxo-5-(prop-2-yn-1-yl)-5,6-dihydro-1,5-naphthyridine-2,7-dicarbonitrile C1(CCCCC1)N(C1=C(C(N(C=2C=CC(=NC12)C#N)CC#C)=O)C#N)C